methyl 2-amino-5-bromo-pyridine-3-carboxylate NC1=NC=C(C=C1C(=O)OC)Br